O[C@H]1C[C@H]2[C@H](C([C@H]3[C@@H]4CC[C@H]([C@@H](CCC(=O)O)C)[C@]4(CC([C@@H]3[C@]2(CC1)C)=O)C)=O)CC 3α-hydroxy-7,11-diketo-6α-ethyl-5β-cholan-24-oic acid